(E)-2,6-dihydroxy-5'-methyl-4-pentyl-N-(prop-1-en-1-ylsulfonyl)-2'-(prop-1-en-2-yl)-1',2',3',4'-tetrahydro-[1,1'-biphenyl]-3-carboxamide OC1=C(C(=CC(=C1C(=O)NS(=O)(=O)\C=C\C)CCCCC)O)C1C(CCC(=C1)C)C(=C)C